(S)-2-{[7-(2-fluoro-6-methoxybenzyloxy)benzo[d][1,3]Dioxol-4-yl]Methylamino}propionamide FC1=C(COC2=CC=C(C3=C2OCO3)CN[C@H](C(=O)N)C)C(=CC=C1)OC